C1=CC=CC=2C3=CC=CC=C3C(C12)COC(=O)N[C@@H](CCCCNC(CCCC[C@@H]1SC[C@@H]2NC(N[C@@H]21)=O)=O)C(=O)O N2-(((9H-fluoren-9-yl)methoxy)carbonyl)-N6-(5-((3aS,4S,6aR)-2-oxohexahydro-1H-thieno[3,4-d]imidazol-4-yl)pentanoyl)-L-lysine